tert-butyl N-[1-(3-bromo-1-{[2-(trimethylsilyl)ethoxy]methyl}pyrazolo[3,4-b]pyrazin-6-yl)-4-methylpiperidin-4-yl]carbamate BrC1=NN(C2=NC(=CN=C21)N2CCC(CC2)(C)NC(OC(C)(C)C)=O)COCC[Si](C)(C)C